ClC=1N(C(C2=C(N1)CN([C@@H](C2)C)C(C2=CC(=C(C=C2)Cl)Cl)=O)=O)C2=CC=C(C(=O)NC)C=C2 R-4-(2-chloro-7-(3,4-dichlorobenzoyl)-6-methyl-4-oxo-5,6,7,8-tetrahydropyrido[3,4-d]pyrimidin-3(4H)-yl)-N-methylbenzamide